2,3,4,7-tetrahydro-1H-azepine hydrochloride Cl.N1CCCC=CC1